N-[(2,4-difluorophenyl)methyl]-1-methylpiperidin-4-amine FC1=C(C=CC(=C1)F)CNC1CCN(CC1)C